4-Pyrimidinecarbonitrile N1=CN=C(C=C1)C#N